(6R,16S)-9-fluoro-16-methyl-3-oxa-2,17,21,25-tetraazapentacyclo[16.6.2.02,6.07,12.022,26]hexacosane FC1CC2[C@H]3CCON3C3CCC4NCCC(N[C@H](CCCC2CC1)C)C4N3